diethyl (2-octyldodecyl) phosphate P(=O)(OCC)(OCC)OCC(CCCCCCCCCC)CCCCCCCC